carbon nitrogen phosphorus water O.[P].[N].[C]